4-chloro-N-[2-({3-[2-(4-chloro-3-fluorophenoxy)acetylamino]bicyclo-[1.1.1]pentan-1-yl}amino)-2-oxoethyl]-N-methylbenzamide ClC1=CC=C(C(=O)N(C)CC(=O)NC23CC(C2)(C3)NC(COC3=CC(=C(C=C3)Cl)F)=O)C=C1